1,3-butylene glycol monomethyl ether acetate (3-methoxybutyl-acetate) COC(CCCC(=O)O)C.C(C)(=O)OC(CCOC)C